4-(2-acryloyl-2,6-diazaspiro[3.4]octan-6-yl)-6-(1,6-dimethyl-1H-indazol-7-yl)-2-(pyridazin-4-ylmethoxy)pyrimidine-5-carbonitrile C(C=C)(=O)N1CC2(C1)CN(CC2)C2=NC(=NC(=C2C#N)C=2C(=CC=C1C=NN(C21)C)C)OCC2=CN=NC=C2